C(C)OC1=NC=CC=C1C1=CC(=C2C(=N1)C(=NN2C(CC)C)C)NCC2=NN(C=C2)C 5-(2-ethoxy-3-pyridinyl)-3-methyl-1-[1-methylpropyl]-N-[(1-methylpyrazol-3-yl)methyl]pyrazolo[4,3-b]pyridin-7-amine